2,6-dicyclopentylpiperidine C1(CCCC1)C1NC(CCC1)C1CCCC1